4-(2-chloro-5-((1-(2-isopropyl-3,6-dimethyl-4-oxo-4H-chromen-8-yl)ethyl)amino)pyrimidin-4-yl)-2-formyl-3-methylphenyl trifluoromethanesulfonate FC(S(=O)(=O)OC1=C(C(=C(C=C1)C1=NC(=NC=C1NC(C)C=1C=C(C=C2C(C(=C(OC12)C(C)C)C)=O)C)Cl)C)C=O)(F)F